NC1=C(C=C(N=N1)C1=C(C=CC=C1)O)N1CC2CCC(C1)N2C2=CC(=CC=C2)OC2CCNCC2 2-[6-amino-5-[8-[3-(4-piperidyloxy)phenyl]-3,8-diazabicyclo[3.2.1]octan-3-yl]pyridazin-3-yl]phenol